((5,6,7,8-tetrahydro-1,8-naphthyridin-2-yl)methyl)-1H-pyrazole-3-carboxylic acid N1=C(C=CC=2CCCNC12)CN1N=C(C=C1)C(=O)O